N-(2-(2,4-difluoro-3-((1R,3R)-3-methyl-2-((1-(methylsulfonyl)cyclopropyl)methyl)-2,3,4,9-tetrahydro-1H-pyrido[3,4-b]indol-1-yl)phenoxy)ethyl)-3-fluoropropan-1-amine FC1=C(OCCNCCCF)C=CC(=C1[C@H]1N([C@@H](CC2=C1NC1=CC=CC=C21)C)CC2(CC2)S(=O)(=O)C)F